5-amino-N,N-dipropyl-2-(1H-pyrazol-4-yl)-6H-thieno[3,2-b]azepine-7-carboxamide NC=1CC(=CC2=C(N1)C=C(S2)C=2C=NNC2)C(=O)N(CCC)CCC